10-Fluorotetrazolo[5,1-a]phthalazine FC=1C=CC=C2C=NN3C(C12)=NN=N3